N-(2-(4-Cyanothiazolidin-3-yl)-2-oxoethyl)-6-((tetrahydro-2H-pyran-4-yl)methyl)quinoline-4-carboxamide C(#N)C1N(CSC1)C(CNC(=O)C1=CC=NC2=CC=C(C=C12)CC1CCOCC1)=O